(1-{6-[(2,6-difluorophenyl)oxy]-4-methylpyridin-3-yl}-5-(ethylamino)pyrazol-4-yl)(2-ethyl-2,3,4,7-tetrahydro-1H-pyrrolo[2,3-H]isoquinolin-8-yl)methanone FC1=C(C(=CC=C1)F)OC1=CC(=C(C=N1)N1N=CC(=C1NCC)C(=O)C1=CC=2C(=CC=C3CCN(CC23)CC)N1)C